methyl 5-bromo-8-((1-cyano-3-(ethoxycarbonyl) cyclobutyl) amino)-1-naphthoate BrC1=C2C=CC=C(C2=C(C=C1)NC1(CC(C1)C(=O)OCC)C#N)C(=O)OC